(2S,3R)-3-((2-aminopyridin-4-yl)methyl)-N2-(1-methyl-1H-imidazol-2-yl)-N1-((R)-1-(3,4-dimethylphenyl)propyl)-N2-methyl-4-oxoazetidine-1,2-dicarboxamide NC1=NC=CC(=C1)C[C@@H]1[C@H](N(C1=O)C(=O)N[C@H](CC)C1=CC(=C(C=C1)C)C)C(=O)N(C)C=1N(C=CN1)C